C(#N)CCC(=O)[O-] 3-cyanopropionate